2-{6-[4-({[4-(5,6-dimethoxypyridazin-3-yl)phenyl]methyl}amino)piperidin-1-yl]-1-methyl-1H-pyrazolo[3,4-b]pyridin-4-yl}-N-ethyl-5-fluoro-N-isopropylbenzamide COC=1C=C(N=NC1OC)C1=CC=C(C=C1)CNC1CCN(CC1)C1=CC(=C2C(=N1)N(N=C2)C)C2=C(C(=O)N(C(C)C)CC)C=C(C=C2)F